O=C1N(CC2=CC(=CC=C12)C1=NC=CC(=C1)CN1CCC(CC1)C1=NC=CC=N1)C1C(NC(CC1)=O)=O 3-(1-oxo-5-(4-((4-(pyrimidin-2-yl)piperidin-1-yl)methyl)pyridin-2-yl)isoindolin-2-yl)piperidine-2,6-dione